BrCC(=O)C1=CC(=CC=C1)F 2-bromo-3'-fluoroacetophenone